4-chloro-2-(2,4-dimethoxypyrimidin-5-yl)thieno[2,3-b]pyridine ClC1=C2C(=NC=C1)SC(=C2)C=2C(=NC(=NC2)OC)OC